5-chloro-2-hydroxy-3-((pyridin-3-ylimino)-methyl)phenyl 3-meth-ylbenzoate CC=1C=C(C(=O)OC2=C(C(=CC(=C2)Cl)C=NC=2C=NC=CC2)O)C=CC1